5-{[(3R)-1-[(7-ethyl-6-oxo-5H-1,5-naphthyridin-3-yl)methyl]pyrrolidin-3-yl]oxy}-N-methylpyridine-2-carboxamide C(C)C=1C(NC=2C=C(C=NC2C1)CN1C[C@@H](CC1)OC=1C=CC(=NC1)C(=O)NC)=O